2-(1-(4-hydroxybutyl)piperidin-4-yl)propane-1,3-diyl bis(2-hexyldecanoate) C(CCCCC)C(C(=O)OCC(COC(C(CCCCCCCC)CCCCCC)=O)C1CCN(CC1)CCCCO)CCCCCCCC